[Li+].CC1=CC=C(C=C1)S(=O)[O-] lithium p-toluenesulphinate